tert-butyl (1-(5-chlorobenzofuran-2-carboxamido)piperidin-4-yl)carbamate ClC=1C=CC2=C(C=C(O2)C(=O)NN2CCC(CC2)NC(OC(C)(C)C)=O)C1